N6-(tert-butoxycarbonyl)-N2-(4-(((3R,4R)-1-(2-cyanoacetyl)-4-methylpiperidin-3-yl)(methyl)amino)-7H-pyrrolo[2,3-d]pyrimidine-7-thiocarbonyl)-L-lysine methyl ester COC([C@@H](NC(=S)N1C=CC2=C1N=CN=C2N(C)[C@H]2CN(CC[C@H]2C)C(CC#N)=O)CCCCNC(=O)OC(C)(C)C)=O